C[Si](C1C(=C(C(=C1C)C)C)C)(C1C(=CC2=C(C=3CCCC3C=C12)C1=CC=C(C=C1)C(C)(C)C)C)C dimethyl(2-methyl-4-(4-tertbutylphenyl)-1,5,6,7-tetrahydro-s-indacen-1-yl)(2,3,4,5-tetramethylcyclopenta-2,4-dien-1-yl)silane